C(CCC)NCCCC.P(=O)(OC(C)CCCC)(O)O 2-hexyl phosphate dibutylamine salt